3-ethyl-3-(vinyloxymethyl)oxetane C(C)C1(COC1)COC=C